1-(3-Chlorophenyl)-5-methyl-6-(2-methyl-1,2,3,4-tetrahydroisoquinolin-7-yl)-7-oxo-6,7-dihydro-1H-pyrazolo[4,3-d]pyrimidine-3-carbonitrile ClC=1C=C(C=CC1)N1N=C(C=2N=C(N(C(C21)=O)C2=CC=C1CCN(CC1=C2)C)C)C#N